O1C(=NC2=C1C=CC=C2)C=2N=C(N(C(C2O)=O)C)N2[C@@H](C1=CC(=CC=C1CC2)C(=O)N)C2=C(C=CC=C2)Cl (1S)-2-[4-(1,3-benzoxazol-2-yl)-5-hydroxy-1-methyl-6-oxopyrimidin-2-yl]-1-(2-chlorophenyl)-3,4-dihydro-1H-isoquinoline-7-carboxamide